1-(3,4-dimethyl-2-(p-tolyl)-2H-pyrazolo[3,4-d]pyridazin-7-yl)-N-(2-(4-methylpiperazin-1-yl)ethyl)piperidine-3-carboxamide CC=1N(N=C2C(=NN=C(C21)C)N2CC(CCC2)C(=O)NCCN2CCN(CC2)C)C2=CC=C(C=C2)C